O=C(C(=O)O)CCC(=O)O.N[C@@H](CC1=CNC2=CC=CC=C12)C(=O)O tryptophane ketoglutarate